NC1=C(C=C(N=N1)C1=C(C=CC=C1)O)N1CC(C1)OC1=CC(=NC=C1)Br 2-(6-amino-5-(3-((2-bromopyridin-4-yl)oxy)azetidin-1-yl)pyridazin-3-yl)phenol